(Z)-5-(2-Fluoro-6-methylphenyl)-3-(1-((1-methyl-1H-pyrazol-3-yl)amino)ethylidene)-1H-pyrrolo[2,3-c]pyridin-2(3H)-one FC1=C(C(=CC=C1)C)C=1C=C/2C(=CN1)NC(\C2=C(\C)/NC2=NN(C=C2)C)=O